ClC=1C2=C(C=NC1)SC(=N2)C2=C1N=CC(=NC1=CC(=C2)C)COC 7-chloro-2-(2-(methoxymethyl)-7-methylquinoxalin-5-yl)thiazolo[5,4-c]pyridine